N-(2-(3-Chloro-4,6-dihydroxy-2-methylbenzoyl)-1,2,3,4-tetrahydroisoquinolin-7-yl)-N-methylacrylamide ClC=1C(=C(C(=O)N2CC3=CC(=CC=C3CC2)N(C(C=C)=O)C)C(=CC1O)O)C